NC1CCC2CN(CC21)C(=O)C2=CC=C(C=C2)C2C(C2)C2=NC1=C(C=CC=C1C=C2)C#N (2-(4-(4-Aminooctahydrocyclopenta[c]pyrrole-2-carbonyl)phenyl)cyclopropyl)quinoline-8-carbonitrile